C(C=C)(=O)OC(C(N(S(=O)(=O)C(C(C(C(C(C(C(C(F)(F)F)(F)F)(F)F)(F)F)(F)F)(F)F)(F)F)(F)F)C)(F)F)(F)F N-methylperfluorooctanylsulfonamidoethyl acrylate